COC=1C=C(C=CC1)C(C1CN(C1)C(=O)C=1C=CC2=C(NC(CO2)=O)C1)C1=CC=CC=C1 6-[3-[(3-methoxyphenyl)-phenyl-methyl]azetidine-1-carbonyl]-4H-1,4-benzoxazin-3-one